(S)-1-(4,4-dimethyltetrahydrofuran-3-yl)-2-(2,3,6-trifluoro-4-(2-((4-fluorobenzyl)oxy)pyrimidin-4-yl)benzyl)-1H-benzo[d]imidazole-6-carboxylic acid CC1([C@@H](COC1)N1C(=NC2=C1C=C(C=C2)C(=O)O)CC2=C(C(=C(C=C2F)C2=NC(=NC=C2)OCC2=CC=C(C=C2)F)F)F)C